(RS)-3-phenyl-2-(3-((1-(vinylsulfonyl)azetidin-2-yl)methoxy)pyridin-4-yl)-1H-pyrrolo[3,2-b]pyridine C1(=CC=CC=C1)C1=C(NC=2C1=NC=CC2)C2=C(C=NC=C2)OC[C@@H]2N(CC2)S(=O)(=O)C=C |r|